NC=1C=C(C=C2C=C(N=CC12)NC(=O)[C@H]1[C@@H](C1)C#N)C1=C(C=C(C=C1)C#N)C trans-N-[8-amino-6-(4-cyano-2-methyl-phenyl)-3-isoquinolyl]-2-cyano-cyclopropane-1-carboxamide